(1-(6-(trifluoromethyl)pyridin-3-yl)-1H-pyrazol-4-yl)methylamine FC(C1=CC=C(C=N1)N1N=CC(=C1)CN)(F)F